CC1=NOC(=C1C=1C=C2C=CC(=NC2=CC1)C(=O)O)C 6-(3,5-dimethylisoxazol-4-yl)quinoline-2-carboxylic acid